O=C1N(CCC1)C=1C=NC=C(C(=O)N)C1 5-(2-oxopyrrolidin-1-yl)nicotinamide